BrC1=C(C(=CC(=C1)C(F)(F)F)F)O 2-bromo-6-fluoro-4-(trifluoromethyl)phenol